S(=O)(=O)(ON1[C@@H]2CC[C@H](N(C1=O)C2)C(NC(CN2CN(CCC2)C(C)=O)=O)=N)O (2S,5R)-2-(N-(2-(3-acetyltetrahydropyrimidin-1(2H)-yl) acetyl) carbamimidoyl)-7-oxo-1,6-diazabicyclo[3.2.1]octan-6-yl hydrogen sulfate